(1S,2R)-2-((5-chloro-2-((4-(4-methylpiperazin-1-yl)-2-(trifluoromethyl)phenyl)amino)pyrimidin-4-yl)amino)cyclopentane-1-carboxamide ClC=1C(=NC(=NC1)NC1=C(C=C(C=C1)N1CCN(CC1)C)C(F)(F)F)N[C@H]1[C@H](CCC1)C(=O)N